FC(OC1=C(C=C(C=C1)C=CC(=O)C1=CC=C(C=C1)O)OC)F 3-[4-(Difluoromethoxy)-3-methoxyphenyl]-1-(4-hydroxyphenyl)prop-2-en-1-one